5-methyl-(6R,S)-tetrahydrofolic acid CN1C=2C(NC(=NC2NC[C@H]1CNC1=CC=C(C(N[C@@H](CCC(=O)O)C(=O)O)=O)C=C1)N)=O